(S)-2-((((9H-fluoren-9-yl)methoxy)carbonyl)amino)-3-(2-trityl-2H-tetrazol-5-yl)propanoic acid C1=CC=CC=2C3=CC=CC=C3C(C12)COC(=O)N[C@H](C(=O)O)CC=1N=NN(N1)C(C1=CC=CC=C1)(C1=CC=CC=C1)C1=CC=CC=C1